3-(4-{4-[(2-{[(tert-butoxy)carbonyl]amino}ethyl)amino]piperidin-1-yl}-3-(3,5-difluorophenyl)quinolin-6-yl)pyridine-2-carboxylic acid C(C)(C)(C)OC(=O)NCCNC1CCN(CC1)C1=C(C=NC2=CC=C(C=C12)C=1C(=NC=CC1)C(=O)O)C1=CC(=CC(=C1)F)F